Tert-butyl 4-[1-[1-[(4-methoxyphenyl)methyl]-2,6-dioxo-3-piperidyl]-3-methyl-2-oxo-benzimidazol-5-yl]piperazine-2-carboxylate COC1=CC=C(C=C1)CN1C(C(CCC1=O)N1C(N(C2=C1C=CC(=C2)N2CC(NCC2)C(=O)OC(C)(C)C)C)=O)=O